tert-butyl (S)-(3-((1-(3-methoxyphenyl)hexan-2-yl)carbamoyl)bicyclo[1.1.1]pentan-1-yl)carbamate COC=1C=C(C=CC1)C[C@H](CCCC)NC(=O)C12CC(C1)(C2)NC(OC(C)(C)C)=O